N[C@@H](CO)C1=CC=C(C(=C1)F)C1=C(C=CC=C1)F (R)-2-amino-2-(2',6-difluoro-[1,1'-biphenyl]-4-yl)ethan-1-ol